ClC1=C(C=CC=C1Cl)C=1C=CC=C2C(=C(C=NC12)N)OCC 8-(2,3-dichlorophenyl)-4-ethoxyquinolin-3-amine